N-(3-fluoro-7-(2-hydroxyethoxy)-4,7-dimethyl-8-oxo-5,6,7,8-tetrahydronaphthalen-1-yl)acetamide FC=1C=C(C=2C(C(CCC2C1C)(C)OCCO)=O)NC(C)=O